CC(C)(C)S(=O)N[C@H](C)C1=CC=C(C=C1)C=1N(C=C(N1)C(F)(F)F)C 2-methyl-N-[(1R)-1-[4-[1-methyl-4-(trifluoromethyl)imidazol-2-yl]phenyl]ethyl]propane-2-sulfinamide